N(=C=O)C(C1CCCCC1)(C1CCCCC1)N=C=O Diisocyanato-dicyclohexyl-methane